FC(N1N=CC(=C1)C1=C(C=C(C=C1)C1=NNC(O[C@@]1([2H])C([2H])([2H])[2H])=O)C(F)(F)F)F (S)-5-(4-(1-(difluoromethyl)-1H-pyrazol-4-yl)-3-(trifluoromethyl)phenyl)-6-(methyl-d3)-3,6-dihydro-2H-1,3,4-oxadiazin-2-one-6-d